2-{4-methyl-5-[4-{pyrazolo[1,5-a]pyridin-2-yl}-1H,4H,5H,6H,7H-imidazo[4,5-c]pyridine-5-carbonyl]-1,3-oxazol-2-yl}propan-2-ol CC=1N=C(OC1C(=O)N1C(C2=C(CC1)NC=N2)C2=NN1C(C=CC=C1)=C2)C(C)(C)O